3-((S)-3-((R)-8-(3-chloro-1-methyl-1H-pyrrolo[2,3-b]pyridin-5-ylsulfonyl)-1-oxa-8-azaspiro[4.5]decan-3-ylamino)-2-hydroxypropoxy)-N-methylbenzenesulfonamide ClC1=CN(C2=NC=C(C=C21)S(=O)(=O)N2CCC1(C[C@H](CO1)NC[C@@H](COC=1C=C(C=CC1)S(=O)(=O)NC)O)CC2)C